CC1=NC=2C(N(CCC2C=C1)C=1N=C(OC1C1=CC=C(C=C1)C(F)(F)F)C1=CC=CC=C1)=O 2-methyl-7-{2-phenyl-5-[4-(trifluoromethyl)phenyl]-1,3-oxazol-4-yl}-5,6,7,8-tetrahydro-1,7-naphthyridin-8-one